Oxybis(decylbenzenesulfonic acid), disodium salt [Na+].[Na+].O(C1=C(C=CC=C1CCCCCCCCCC)S(=O)(=O)[O-])C1=C(C=CC=C1CCCCCCCCCC)S(=O)(=O)[O-]